(S)-5-bromo-4-(difluoromethyl)-N-(1,1,1-trifluoropropan-2-yl)pyridin-2-amine BrC=1C(=CC(=NC1)N[C@H](C(F)(F)F)C)C(F)F